N-(5-(1H-pyrazol-1-yl)pyridin-2-yl)-1-cyano-3-fluoropiperidine-3-carboxamide N1(N=CC=C1)C=1C=CC(=NC1)NC(=O)C1(CN(CCC1)C#N)F